COC1=CC=C(C=C1)N[C@H](C(=O)OC)C(C=O)(C)C methyl (S)-2-((4-methoxyphenyl)amino)-3,3-dimethyl-4-oxobutanoate